5-(2-chloro-3-fluorophenyl)-3-((2-fluoroethyl)amino)-4H-benzo[e][1,2,4]thiadiazine 1,1-dioxide ClC1=C(C=CC=C1F)C1=CC=CC2=C1NC(=NS2(=O)=O)NCCF